C(CCC)OC1=NN2C(C(=N1)N)=NC=C2CC2=CC=C(C=C2)C2CCNCC2 2-butoxy-7-(4-(piperidin-4-yl)benzyl)imidazo[2,1-f][1,2,4]triazin-4-amine